1-phenyl-2-methyl-1,3-butanediol C1(=CC=CC=C1)C(C(C(C)O)C)O